5-bromo-1-(4-(trifluoromethyl)phenyl)-1,2,3,4-tetrahydroquinolin-3-amine hydrochloride Cl.BrC1=C2CC(CN(C2=CC=C1)C1=CC=C(C=C1)C(F)(F)F)N